BrC1=C(N=C2N(C1=O)C=C(N2CC2CC2)C)C(F)(F)F 6-bromo-1-(cyclopropyl-methyl)-2-methyl-7-(trifluoromethyl)imidazo[1,2-a]pyrimidin-5-one